C(C)(C)(C)OC(=O)N(C(OC(C)(C)C)=O)C=1C(=NC(=NC1)Cl)OC tert-butyl (tert-butyloxycarbonyl)(2-chloro-4-methoxypyrimidin-5-yl)carbamate